2-(4-methyl-1,4-diazacycloheptan-1-yl)acetamide CN1CCN(CCC1)CC(=O)N